C(#N)C1=CC=C(C(=O)NC23CC(C2)(C3)C(=O)N[C@H](C(=O)NC3=CC=C(C(=O)NC2=C(C(=C(C(=O)NC4=CC=C(C(=O)O)C=C4)C=C2)O)OC(C)C)C=C3)CC#C)C=C1 4-(4-{4-[(2s)-2-{[3-(4-Cyanobenzamido)bicyclo[1.1.1]pentan-1-yl]formamido}pent-4-ynamido]benzamido}-2-hydroxy-3-(propan-2-yloxy)benzamido)benzoic acid